O1C2=C(OCC1)C=C(C=C2)C=2C(=C(COC1=NC=3CCN(CC3C=C1)CC(=O)OCC)C=CC2)C Ethyl 2-(2-((3-(2,3-dihydrobenzo[b][1,4]dioxin-6-yl)-2-methylbenzyl)oxy)-7,8-dihydro-1,6-naphthyridin-6(5H)-yl)acetate